hexoxytitanium C(CCCCC)O[Ti]